3-(5-isobutyl-3-methyl-cyclohex-2-en-1-ylidene)propanal C(C(C)C)C1CC(=CC(C1)=CCC=O)C